1-(2-hydroxy-propyl)imidazole OC(CN1C=NC=C1)C